FORMIMINOGLUTAMATE C(=N)N[C@@H](CCC(=O)[O-])C(=O)[O-]